4-(1-methyl-1H-indole-2-carbonyl)piperazine CN1C(=CC2=CC=CC=C12)C(=O)N1CCNCC1